N1=CC=CC2=CC3=CC4=CC5=CC=CC=C5C=C4C=C3C=C12 Azapentacen